COC1=CC=C(C=C1)C=1N=C(NC1C1=CC=C(C=C1)OC)C1=CC(=CC=C1)C(F)(F)F 4,5-Bis-(4-methoxyphenyl)-2-(3-trifluoromethyl-phenyl)-1H-imidazole